C(C)[Pt](C1C=CC=C1)(CC)CC triethyl-(cyclopentadienyl)platinum (IV)